3-((3-((1R,5S,6R)-3-azabicyclo[3.1.0]hex-6-yl)-1,2,4-oxadiazol-5-yl)methyl)-5-methylpyrido[2,3-d]pyrimidin-4(3H)-one [C@H]12CNC[C@@H]2C1C1=NOC(=N1)CN1C=NC2=C(C1=O)C(=CC=N2)C